C(C)(C)(C)C1=NC(=NO1)C(=O)NCC1=C(C=C(C=C1)C1=CC(=NC=C1)NC(=O)C1CC1)OC(F)(F)F 5-(tert-butyl)-N-(4-(2-(cyclopropanecarboxamido)pyridin-4-yl)-2-(trifluoromethoxy)benzyl)-1,2,4-oxadiazole-3-carboxamide